N-methylmontanylamine CNCCCCCCCCCCCCCCCCCCCCCCCCCCCC